CC(CCC(C)O)CCCC 5-methyl-2-nonanol